3-(6-(((3aR,5s,6aS)-2-((2,2-dimethyltetrahydro-2H-pyran-4-yl)methyl-d2)octahydrocyclopenta[c]pyrrol-5-yl)amino)pyridazin-3-yl)-5-fluoro-N-methylbenzamide CC1(OCCC(C1)C(N1C[C@@H]2[C@H](C1)CC(C2)NC2=CC=C(N=N2)C=2C=C(C(=O)NC)C=C(C2)F)([2H])[2H])C